fluorocalcium F[Ca]